ClC1=C(OCC(=O)OCC)C=CC(=C1)SCN1N=CN(C1=O)C1=CC=C(C=C1)C(F)(F)F Ethyl 2-(2-chloro-4-(((5-oxo-4-(4-(trifluoromethyl)phenyl)-4,5-dihydro-1H-1,2,4-triazol-1-yl)methyl)thio)-phenoxy)acetate